caprylic amide C(CCCCCCC)(=O)N